1-[4-(1-{2-[2-(2-{[3,4,5-trihydroxy-6-(hydroxymethyl)oxan-2-yl]oxy}ethoxy)-ethoxy]ethyl}-1H-1,2,3-triazol-4-yl)benzoyl]azetidin-2-one OC1C(OC(C(C1O)O)CO)OCCOCCOCCN1N=NC(=C1)C1=CC=C(C(=O)N2C(CC2)=O)C=C1